t-Butyl (4-(methylaminoformyl)phenyl)carbamate CNC(=O)C1=CC=C(C=C1)NC(OC(C)(C)C)=O